OC1=CC=C(CN2CN(CC2=O)CCCC2=CC=CC=C2)C=C1 (4-hydroxybenzyl)-5-oxo-3-(3-phenylpropyl)-imidazolidin